5-(3-methyltriazine-1-yl)imidazole-4-amide tert-butyl-6-[3-[(7-chloro-2-hydrazino-quinazolin-4-yl)-methyl-amino]phenyl]-2,6-diazaspiro[3.3]heptane-2-carboxylate C(C)(C)(C)OC(=O)N1CC2(C1)CN(C2)C2=CC(=CC=C2)N(C)C2=NC(=NC1=CC(=CC=C21)Cl)NN.CN2NN(C=CC2)C2=C(N=CN2)C(=O)N